methyl 2-methyl-4-thiazolecarboxylate CC=1SC=C(N1)C(=O)OC